1-methyl-3-butylimidazole histidine salt N[C@@H](CC1=CNC=N1)C(=O)O.CN1CN(C=C1)CCCC